pyrimidin-4-one, trifluoroacetic acid salt FC(C(=O)O)(F)F.N1=CNC(C=C1)=O